OC=1C=CC(=C(C(=O)NC2(CC2)C2=CC=CC3=CC=CC=C23)C1)C 5-hydroxy-2-methyl-N-(naphthalen-1-ylcyclopropyl)benzamide